N-hexadecyl-2-formyl-3-benzyloxypyridin-4-one C(CCCCCCCCCCCCCCC)N1C(=C(C(C=C1)=O)OCC1=CC=CC=C1)C=O